FC=1C=C(COC2=CC=CC(=N2)C2=C(C=C(CC3=NC4=C(N3C[C@H]3OCC3)C=CC=C4)C=C2)F)C=CC1F (S)-2-(4-(6-((3,4-Difluorobenzyl)oxy)pyridin-2-yl)-3-fluorobenzyl)-1-(oxetan-2-ylmethyl)-1H-benzo[d]imidazol